n-butyl (ethyl-3-oxetanylmethoxy) ether C(C)C(OOCCCC)C1COC1